C(C)OC(=O)C1=C([C@@H]([C@H]2[C@]34C=5C(C(=CCC5C[C@H]([C@H]13)N(C)CC4)OC)O2)O)C(=O)OCC diethoxycarbonyl-1,4-dihydrocodeine